amino(naphthalene-2-yl)acetic acid NC(C(=O)O)C1=CC2=CC=CC=C2C=C1